2-cyclopropyl-6-methoxy-7-(5-(1-methylpiperidin-4-yl)-1H-benzo[d]imidazol-2-yl)-1H-pyrrolo[3,2-c]pyridine-3-carbonitrile C1(CC1)C1=C(C=2C=NC(=C(C2N1)C1=NC2=C(N1)C=CC(=C2)C2CCN(CC2)C)OC)C#N